CN(C)CC1(CC1)N 1-((dimethylamino)methyl)cyclopropan-1-amine